OC[C@@H]1OC(N2[C@H]1COC1=C2C=CC(=C1)S(=O)(=O)N1CCNCC1)=O (3R,3aS)-3-(hydroxymethyl)-7-piperazin-1-ylsulfonyl-3a,4-dihydro-3H-oxazolo[4,3-c][1,4]benzoxazin-1-one